F[C@]1([C@@H](O[C@@H]([C@@H]1O)CO)N1C(=O)N=C(N)C=C1)C D-2'-Deoxy-2'-Fluoro-2'-C-Methylcytidine